C1(CC1)C1=CC(=NN1)NC(C(C)C=1C=NN(C1)C1=CC(=CC(=C1)C)F)=O N-(5-cyclopropyl-1H-pyrazol-3-yl)-2-(1-(3-fluoro-5-methyl-phenyl)-1H-pyrazol-4-yl)propanamide